6-(4,4-difluoropiperidin-1-yl)nicotinaldehyde FC1(CCN(CC1)C1=NC=C(C=O)C=C1)F